OC1=CC=C(C=C1)CC#N 4-Hydroxybenzeneacetonitrile